C(C)(C)(C)OC(=O)N1CCN2C1=C(C1=C2N=CN=C1N)C1=CC(=C(C=C1)OC1=NC(=CC=C1)C)F 4-amino-5-(3-fluoro-4-((6-methyl-Pyridin-2-yl)oxy)phenyl)-7,8-dihydro-6H-imidazo[1',2':1,5]pyrrolo[2,3-d]pyrimidine-6-carboxylic acid tert.Butyl ester